C(CCCCCCCCCCCCCCC)(=O)N=[N+]=[N-] palmitic acid-azide